ClC=1N=CC=2N=C(N(C(C2N1)=O)C)C 6-chloro-2,3-dimethyl-pyrimido[5,4-d]pyrimidin-4-one